(4aR,8aS)-6-[3-[4-(4-methylpyridazin-3-yl)oxyphenyl]azetidine-1-carbonyl]-4,4a,5,7,8,8a-hexahydropyrido[4,3-b][1,4]oxazin-3-one CC1=C(N=NC=C1)OC1=CC=C(C=C1)C1CN(C1)C(=O)N1C[C@@H]2[C@@H](OCC(N2)=O)CC1